ClC=1C=NC=C(C1[C@@H](C)OC=1C=C2C(=NNC2=CC1)C=1C=NC(=NC1)N1CCC2(CC(NC2)=O)CC1)Cl 8-[5-[5-[(1R)-1-(3,5-dichloro-4-pyridyl)ethoxy]-1H-indazol-3-yl]pyrimidin-2-yl]-2,8-diazaspiro[4.5]decan-3-one